2-(4-Methoxypiperidin-1-yl)pyridin-3-amine COC1CCN(CC1)C1=NC=CC=C1N